N-[(5-chlorothiophen-2-yl)methyl]-4-methyl-3-[2-methyl-1-(pyrrolidine-1-sulfonyl)azetidin-3-yl]-1-(thiophene-3-carbonyl)-1H-pyrazol-5-amine ClC1=CC=C(S1)CNC1=C(C(=NN1C(=O)C1=CSC=C1)C1C(N(C1)S(=O)(=O)N1CCCC1)C)C